O1CCCC2=CC(=CC=C12)CNC(N(CC1CN(C1)C)CC1=CC=C(C=C1)F)=O 3-(chroman-6-ylmethyl)-1-(4-fluorophenylmethyl)-1-((1-methylazetidin-3-yl)methyl)urea